Cl\C(=C(\C(F)(F)F)/Cl)\C(F)(F)F (Z)-dichlorohexafluoro-2-butene